C1C=CN2C3=C(C=CC=C13)C=CC2 1H,5H-pyrido[3,2,1-ij]quinoline